C(C)OC1=C(C=CC(=C1F)F)C1C(OC(C1C)(C(F)(F)F)C)C(=O)NC1=CC(=[N+](C=C1)[O-])C(=O)N 4-[[3-(2-ethoxy-3,4-difluoro-phenyl)-4,5-dimethyl-5-(trifluoromethyl)tetrahydrofuran-2-carbonyl]amino]-1-oxido-pyridin-1-ium-2-carboxamide